ClC1=C(C=C(C=O)C=C1)OCCF 4-chloro-3-(2-fluoroethoxy)benzaldehyde